2-chloro-3-(trifluoromethyl)phenyl(4-methyl-1-(6-methylpyridin-2-yl)-6,7-dihydro-1H-[1,2,3]triazolo[4,5-c]pyridin-5(4H)-yl)methanone ClC1=C(C=CC=C1C(F)(F)F)C(=O)N1C(C2=C(CC1)N(N=N2)C2=NC(=CC=C2)C)C